N-((R)-1-(4-(ethylsulfonyl)phenyl)-2-hydroxyethyl)-3-fluorobenzamide C(C)S(=O)(=O)C1=CC=C(C=C1)[C@H](CO)NC(C1=CC(=CC=C1)F)=O